tert-butyl N-[2-(7-oxo-2-propoxy-5H-pyrrolo[3,4-b]pyridin-6-yl)ethyl]carbamate O=C1N(CC=2C1=NC(=CC2)OCCC)CCNC(OC(C)(C)C)=O